ClC=1C(N(C=C(C1C)C=1NC2=CC=C(C=C2C1C(C)C)C1CCN(CC1)CCCOC)C)=O 3-chloro-5-(3-isopropyl-5-(1-(3-methoxypropyl)piperidin-4-yl)-1H-indol-2-yl)-1,4-dimethylpyridin-2(1H)-one